C(CCC)C(CSCCCCCCCCCO)CCCCCC 9-((2-Butyloctyl)thio)nonan-1-ol